5-(N-(2-(3,6-diazabicyclo[3.1.1]heptan-3-yl)phenyl)-N-phenethylsulfamoyl)-3-methylbenzofuran-2-carboxylic acid ethyl ester C(C)OC(=O)C=1OC2=C(C1C)C=C(C=C2)S(N(CCC2=CC=CC=C2)C2=C(C=CC=C2)N2CC1NC(C2)C1)(=O)=O